C(CCCCCCCCCCC)C=1[N+](CCN1)(CCO)CC(=O)O lauryl-carboxymethyl-hydroxyethylimidazolinium